3-(dicyanomethylene)-5,6-dichloro-indan-1-one C(#N)C(=C1CC(C2=CC(=C(C=C12)Cl)Cl)=O)C#N